C1(CC1)NC1=NC=C(C(=N1)N[C@H]1C[C@H](CCC1)O)C(=O)N 2-(cyclopropylamino)-4-((1R,3S)-3-hydroxycyclohexylamino)pyrimidine-5-carboxamide